N-(2,6-difluoro-4-methoxyphenyl)-N-methylmethanesulfonamide FC1=C(C(=CC(=C1)OC)F)N(S(=O)(=O)C)C